BrC1=CC=C2C(=N1)C(=CN2)NC2=NC1=C(N2CCOC)C=C(C=C1)OC1=CC=CC=C1 N-(5-bromo-1H-pyrrolo[3,2-b]pyridin-3-yl)-1-(2-methoxyethyl)-6-phenoxy-1H-benzo[d]imidazol-2-amine